5-bromo-2-(pyrrolidin-1-yl)pyrimidine BrC=1C=NC(=NC1)N1CCCC1